(S)-8-(1-((6-chloro-2-(7-fluoro-1-hydroxy-1,3-dihydrobenzo[c][1,2]oxaborol-6-yl)pyridin-3-yl)amino)ethyl)-2-isopropyl-3,6-dimethyl-4H-chromen-4-one ClC1=CC=C(C(=N1)C=1C=CC2=C(B(OC2)O)C1F)N[C@@H](C)C=1C=C(C=C2C(C(=C(OC12)C(C)C)C)=O)C